C(N)(OC1CC(CC(C1)(C)C)(C)CN)=O (3-aminomethyl-3,5,5-trimethylcyclohexyl) carbamate